ClC1=C(C(=O)OC)C(=C(C(=N1)Cl)F)NC(=O)NC(C(Cl)(Cl)Cl)=O methyl 2,6-dichloro-5-fluoro-4-(3-(2,2,2-trichloroacetyl)ureido)nicotinate